CC(CCCCC(=O)[O-])C(C)N 6-methyl-7-aminocaprylate